5-amino-N-{4-[(3S)-3-aminopiperidin-1-yl]-7-cyano-6,7-dihydro-5H-cyclopenta[b]pyridin-3-yl}-2-(2,6-difluorophenyl)-1,3-thiazole-4-carboxamide NC1=C(N=C(S1)C1=C(C=CC=C1F)F)C(=O)NC=1C(=C2C(=NC1)C(CC2)C#N)N2C[C@H](CCC2)N